BrC=1C=C2C(N(C(=NC2=C(C1)[C@@H](C)N[S@](=O)C(C)(C)C)C1CCOCC1)C1CC1)=O (R)-N-[(1R)-1-(6-bromo-3-cyclopropyl-4-oxo-2-tetrahydropyran-4-yl-quinazolin-8-yl)ethyl]-2-methyl-propane-2-sulfinamide